2,4-dimethoxy-5-(phenylacryloyl)benzophenone COC1=C(C(=O)C2=CC=CC=C2)C=C(C(=C1)OC)C(C=CC1=CC=CC=C1)=O